C(C)[N-]CC.C(C)[N-]CC.C(C)[N-]CC.C(C)[N-]CC.[Hf+4] hafnium tetradi-ethylamide